6-(1-(8-(cyclopropylmethyl)-8-azabicyclo[3.2.1]oct-3-yl)piperidin-4-yl)-2-(3-fluoro-4-(methylsulfonyl)phenyl)-4-methyl-1H-benzo[d]imidazole C1(CC1)CN1C2CC(CC1CC2)N2CCC(CC2)C=2C=C(C1=C(NC(=N1)C1=CC(=C(C=C1)S(=O)(=O)C)F)C2)C